2,2-bis(4'-hydroxyphenyl)-6,10,14-trimethylpentadecane OC1=CC=C(C=C1)C(C)(CCCC(CCCC(CCCC(C)C)C)C)C1=CC=C(C=C1)O